C(C1=CC=CC=C1)N1CCN(CC1)C1=CC(=NC=C1)NC=1SC2=NC(=CC=C2N1)C=1C=NNC1 N-(4-(4-benzylpiperazin-1-yl)pyridin-2-yl)-5-(1H-pyrazol-4-yl)thiazolo[5,4-b]pyridin-2-amine